(4-nitrobenzyl)-1H-1,2,3-triazole-4-carbohydrazide [N+](=O)([O-])C1=CC=C(CN2N=NC(=C2)C(=O)NN)C=C1